The molecule is the conjugate base of 4-hydroxy-1-pyrroline-2-carboxylic acid; major species at pH 7.3. It is a conjugate base of a 4-hydroxy-1-pyrroline-2-carboxylic acid. C1C(CN=C1C(=O)[O-])O